FC(C=1C=C(C=C(C1)C(F)(F)F)B(C1=CC(=CC(=C1)C(F)(F)F)C(F)(F)F)C1=CC(=CC(=C1)C(F)(F)F)C(F)(F)F)(F)F tris[3,5-bis(trifluoromethyl)-phenyl]boron